6-Bromo-N-((6-methylpyridazin-3-yl)methyl)-8-((tetrahydro-2H-pyran-4-yl)oxy)quinazolin-4-amine BrC=1C=C2C(=NC=NC2=C(C1)OC1CCOCC1)NCC=1N=NC(=CC1)C